trimethylolmethane hydrochloride Cl.C(O)C(CO)CO